4-nitrophenyl (S)-(1-(3-methoxyphenyl)ethyl)carbamate COC=1C=C(C=CC1)[C@H](C)NC(OC1=CC=C(C=C1)[N+](=O)[O-])=O